N-(2,6-dichlorophenyl)-4-ethoxy-2-{[4-(4-acetylpiperazin-1-yl)phenyl]amino}pyrimidine-5-carboxamide ClC1=C(C(=CC=C1)Cl)NC(=O)C=1C(=NC(=NC1)NC1=CC=C(C=C1)N1CCN(CC1)C(C)=O)OCC